(S)-(1-amino-1'-(5-((2-amino-3-chloropyridin-4-yl)thio)-1H-imidazo[4,5-b]pyrazin-2-yl)-1,3-dihydrospiro[indene-2,4'-piperidin]-5-yl)methanol N[C@@H]1C2=CC=C(C=C2CC12CCN(CC2)C2=NC=1C(=NC=C(N1)SC1=C(C(=NC=C1)N)Cl)N2)CO